(R)-2-(((benzyloxy)carbonyl)amino)-3-(2-bromo-3-fluorophenyl)propionic acid methyl ester COC([C@@H](CC1=C(C(=CC=C1)F)Br)NC(=O)OCC1=CC=CC=C1)=O